(Z)-5-(5-((6-((2-((tert-butoxycarbonyl)imino)-3-methyl-2,3-dihydro-1H-imidazol-1-yl)methyl)-8-(6-fluoro-2-methylpyridin-3-yl)-4-oxochroman-3-yl)methyl)-2-chlorophenoxy)pentanoic acid C(C)(C)(C)OC(=O)\N=C\1/N(C=CN1C)CC=1C=C2C(C(COC2=C(C1)C=1C(=NC(=CC1)F)C)CC=1C=CC(=C(OCCCCC(=O)O)C1)Cl)=O